The molecule is an alkylglucosinolate that is the conjugate base of 2-methylbutylglucosinolic acid. It is a conjugate base of a 2-methylbutylglucosinolic acid. CCC(C)C/C(=N/OS(=O)(=O)[O-])/S[C@H]1[C@@H]([C@H]([C@@H]([C@H](O1)CO)O)O)O